N1=CN=C2N=CNC2=C1N Adenin